N=1N(N=CC1)C1=CC=C(C=N1)OC1=CC=C(C=C1)C(C)(C)C1=CC=C(OC2CC(C2)N)C=C1 (1r,3r)-3-(4-(2-(4-((6-(2H-1,2,3-triazol-2-yl)pyridin-3-yl)oxy)phenyl)propane-2-yl)phenoxy)cyclobutylamine